6-((1H-indol-2-yl)(phenyl)methyl)-2-bromothieno[2,3-c]Pyridin-7(6H)-one N1C(=CC2=CC=CC=C12)C(N1C(C2=C(C=C1)C=C(S2)Br)=O)C2=CC=CC=C2